2-chloro-N-(3-methoxyphenyl)-5-oxido-6,7-dihydro-thieno[3,2-d]pyrimidin-5-ium-4-amine ClC=1N=C(C2=C(N1)CC[S+]2[O-])NC2=CC(=CC=C2)OC